4-cyclobutyl-N-((S)-(4,4-difluorocyclohexyl)(5-(((S)-2-oxo-4-(trifluoromethyl)imidazolidin-1-yl)methyl)-benzo[d]oxazol-2-yl)methyl)isoxazole-3-carboxamide C1(CCC1)C=1C(=NOC1)C(=O)N[C@H](C=1OC2=C(N1)C=C(C=C2)CN2C(N[C@@H](C2)C(F)(F)F)=O)C2CCC(CC2)(F)F